nitrochroman C1CC2=CC=CC=C2OC1[N+](=O)[O-]